O=C1NC(CCC1N1C(C2=CC=CC(=C2C1)SCCCCCCCCCCCN1CCN(CC1)C1CCN(CC1)C1=CC=C2CN(C(C2=C1)=O)C(C(=O)NC=1SC=CN1)C1=CC=CC=C1)=O)=O 2-(6-(4-(4-(11-((2-(2,6-dioxopiperidin-3-yl)-1-oxoisoindolin-4-yl)thio)undecyl)piperazin-1-yl)piperidin-1-yl)-1-oxoisoindolin-2-yl)-2-phenyl-N-(thiazol-2-yl)acetamide